nonadecyl-succinimide acrylate C(C=C)(=O)O.C(CCCCCCCCCCCCCCCCCC)C1C(=O)NC(C1)=O